methyl 6-[4-[4-(4-fluoroindol-1-yl)cyclohexyl]piperazin-1-yl]pyridazine-3-carboxylate FC1=C2C=CN(C2=CC=C1)C1CCC(CC1)N1CCN(CC1)C1=CC=C(N=N1)C(=O)OC